O[C@@H]1CN(CC[C@H]1NC(COC[C@H](C)NC=1C=NNC(C1C(F)(F)F)=O)=O)C1=NC=C(C=N1)C(F)(F)F N-((3R,4R)-3-hydroxy-1-(5-(tri-fluoromethyl)pyrimidin-2-yl)piperidin-4-yl)-2-((S)-2-((6-oxo-5-(trifluoromethyl)-1,6-dihydropyridazin-4-yl)amino)propoxy)acetamide